[Br-].COCC[NH+]1C(N(C2=C1C(C1=CC=CC=C1C2=O)=O)CC2=NC=CN=C2)C 1-(2-methoxyethyl)-2-methyl-4,9-dioxo-3-(pyrazin-2-ylmethyl)-4,9-dihydro-1H-naphtho[2,3-d]imidazolium bromide